CC1(N(CCC1)CC=1NC2=CC(=CC=C2C1)CNC(=O)C=1N=C2N(C(C1)=O)C=CC=C2)C N-({2-[(2,2-dimethyl-pyrrolidin-1-yl)methyl]-1H-indol-6-yl}methyl)-4-oxo-4H-pyrido[1,2-a]pyrimidine-2-carboxamide